FC1=C(C=CC(=C1)C(C#N)C)C1=CC=CC=C1 2-(2-fluoro-4-biphenylyl)-propionitrile